C1=CC=C(C=C1)CN2C=C(N=N2)CN(CC3=CN(N=N3)CC4=CC=CC=C4)CC5=CN(N=N5)CC6=CC=CC=C6 1-(1-benzyltriazol-4-yl)-N,N-bis[(1-benzyltriazol-4-yl)methyl]methanamine